ClC1=C(C=CC(=C1)Cl)C(COC1=CC(=NN1C)C(F)(F)F)=NO 1-(2,4-dichlorophenyl)-2-((1-methyl-3-(trifluoromethyl)-1H-pyrazol-5-yl)oxy)ethan-1-one oxime